N-[(2S,3R)-2-{[3'-(difluoromethoxy)-2-fluoro[1,1'-biphenyl]-3-yl]methyl}-4,4-difluoro-1-(2-hydroxy-2-methylpropanoyl)pyrrolidin-3-yl]methanesulfonamide FC(OC=1C=C(C=CC1)C1=C(C(=CC=C1)C[C@@H]1N(CC([C@@H]1NS(=O)(=O)C)(F)F)C(C(C)(C)O)=O)F)F